methyl 2-[(6-chloro-3-morpholinosulfonyl-4-quinolyl)amino]-5-(2,2,2-trifluoroacetyl)benzoate ClC=1C=C2C(=C(C=NC2=CC1)S(=O)(=O)N1CCOCC1)NC1=C(C(=O)OC)C=C(C=C1)C(C(F)(F)F)=O